C1(=CC=CC=C1)C=1OC2=C(C(C1)=O)C=CC=1NC=NC12 8-phenylchromeno[7,8-d]imidazol-6(3H)-one